4-((3-(4-fluorophenethyl)-2,4-dioxo-3,4-dihydroquinazolin-1(2H)-yl)methyl)-N-hydroxybenzamide FC1=CC=C(CCN2C(N(C3=CC=CC=C3C2=O)CC2=CC=C(C(=O)NO)C=C2)=O)C=C1